2-(6-cyano-4-(3,4-dihydroisoquinolin-2(1H)-yl)-6,7-dihydro-5H-pyrrolo[3,4-d]pyrimidin-2-yl)benzamide C(#N)N1CC=2N=C(N=C(C2C1)N1CC2=CC=CC=C2CC1)C1=C(C(=O)N)C=CC=C1